O=C1NC=CC(=C1)COC1=C2CC(CN(C2=CC=C1)C1=CC=C(C=C1)C(F)(F)F)CNC(C=C)=O N-((5-((2-oxo-1,2-dihydropyridin-4-yl)methoxy)-1-(4-(trifluoromethyl)phenyl)-1,2,3,4-tetrahydroquinolin-3-yl)methyl)acrylamide